OC=1C(NC(=NC1)C[C@H](CNCCOC)C1=CC=C(C=C1)C#CC1=CC=C(C=C1)CN1CCOCC1)=O (S)-5-hydroxy-(3-((2-methoxyethyl)amino)-2-(4-((4-(morpholinomethyl)phenyl)ethynyl)phenyl)propyl)pyrimidin-4(3H)-one